3-chloro-N-[(1R,3S)-3-[5-(3,5-dimethylimidazol-4-yl)-4H-1,2,4-triazol-3-yl]cyclohexyl]-N-methyl-benzamide ClC=1C=C(C(=O)N(C)[C@H]2C[C@H](CCC2)C2=NN=C(N2)C=2N(C=NC2C)C)C=CC1